3-(2-(ethyl (methyl) amino) ethyl)-1H-indol-5-yl acetate C(C)(=O)OC=1C=C2C(=CNC2=CC1)CCN(C)CC